(17Z,20Z)-N,N-Dimethylhexacosa-17,20-dien-9-amine CN(C(CCCCCCCC)CCCCCCC\C=C/C\C=C/CCCCC)C